COC(C1=C(C(=CC=C1NC(=O)OC(C)(C)C)F)F)=O.COC1=C2C=CC(OC2=CC(=C1)OC)=O 5,7-dimethoxycoumarin methyl-6-((tert-Butoxycarbonyl)amino)-2,3-difluorobenzoate